ClC1=NC=CC(=C1)C(C)N1C(C=2N([C@@H](C1)C)N=C1C2CN([C@@H](C1)C)C(C1=CC(=C(C=C1)Cl)Cl)=O)=O (3R,7R)-9-(1-(2-Chloropyridin-4-yl)ethyl)-2-(3,4-dichlorobenzoyl)-3,7-dimethyl-1,2,3,4,8,9-hexahydropyrido[4',3':3,4]pyrazolo[1,5-a]pyrazin-10(7H)-one